(E)-N-(4-((2',4'-difluoro-4-methoxy-[1,1'-biphenyl]-3-yl)amino)-7-methoxy-quinazolin-6-yl)-4-methoxybut-2-enamide FC1=C(C=CC(=C1)F)C1=CC(=C(C=C1)OC)NC1=NC=NC2=CC(=C(C=C12)NC(\C=C\COC)=O)OC